C1(CC1)NC(C1=C(C(=C(C(=C1)CC1=C(C(=NC=C1)NS(=O)(=O)NCCF)F)F)F)NC1=C(C=C(C=C1)I)F)=O N-cyclopropyl-3,4-difluoro-5-[[3-fluoro-2-(2-fluoroethylaminosulfonamido)pyridin-4-yl]methyl]-2-(2-fluoro-4-iodoanilino)benzamide